(S)-2-fluoro-6-((3-methylpiperidin-1-yl)methyl)imidazo[1,2-a]pyridine-8-carboxylic acid FC=1N=C2N(C=C(C=C2C(=O)O)CN2C[C@H](CCC2)C)C1